(S)-quinuclidin-3-yl (5-(3-chloro-4-isopropoxyphenyl)-2,2-diethyl-2,3-dihydro-1H-inden-1-yl)carbamate ClC=1C=C(C=CC1OC(C)C)C=1C=C2CC(C(C2=CC1)NC(O[C@@H]1CN2CCC1CC2)=O)(CC)CC